N1(CCCCC1)C1=C2C(=NC=C1)NC=C2C2=CC=CC(=N2)N 6-[4-(1-piperidinyl)-1H-pyrrolo[2,3-b]Pyridin-3-yl]Pyridin-2-amine